C1(=CC=CC=2OC3=C(C21)C=CC=C3)N (dibenzofuranyl)amine